C(#N)C=1C=NN2C1C=CC(=C2)N2CCCC2 3-cyano-6-(pyrrolidine-1-yl)pyrazolo[1,5-a]Pyridine